ClC=1C(=NC=CC1)C1=CC=C2C=3C=CC(=CC3C(C2=C1)(C)C)C#N 7-(3-chloropyridin-2-yl)-9,9-dimethyl-9H-fluorene-2-carbonitrile